(S)-3-(4-phenoxyphenyl)-4-(3-acrylamidopiperidin-1-yl)indazole-7-carboxamide O(C1=CC=CC=C1)C1=CC=C(C=C1)C1=NNC2=C(C=CC(=C12)N1C[C@H](CCC1)NC(C=C)=O)C(=O)N